(5-(((1s,4s)-4-(1H-imidazol-1-yl)cyclohexyl)oxy)-3-(3,5-dimethylisoxazol-4-yl)-1,6-naphthyridin-7-yl)morpholine N1(C=NC=C1)C1CCC(CC1)OC1=C2C=C(C=NC2=CC(=N1)N1CCOCC1)C=1C(=NOC1C)C